FC1=C(C=CC(=C1)F)C1=CC=C(C=C1)[C@H](CC(=O)OCC)NC(=O)NC=1C(N(C=CC1O)C)=O ethyl (S)-3-(2',4'-difluorobiphenyl-4-yl)-3-(3-(4-hydroxy-1-methyl-2-oxo-1,2-dihydropyridin-3-yl) ureido)propanoate